4-Methoxy-1-((4-methylquinazolin-2-yl)methyl)-4-((trimethylsilyl)ethynyl)piperidin-3-ol COC1(C(CN(CC1)CC1=NC2=CC=CC=C2C(=N1)C)O)C#C[Si](C)(C)C